5-(4-((3-(Dimethylamino)propyl)(methyl)amino)-phenyl)-N-(2-hydroxyethyl)hexahydropyrrolo[3,4-c]pyrrole-2(1H)-carboxamide CN(CCCN(C1=CC=C(C=C1)N1CC2C(C1)CN(C2)C(=O)NCCO)C)C